tert-Butyl 6-(3-chloro-6-isoquinolyl)spiro[chromane-2,4'-piperidine]-1'-carboxylate ClC=1N=CC2=CC=C(C=C2C1)C=1C=C2CCC3(CCN(CC3)C(=O)OC(C)(C)C)OC2=CC1